1-[5-(5-fluoro-2-methylpyridin-4-yl)-1H-pyrazole-3-carbonyl]piperidine FC=1C(=CC(=NC1)C)C1=CC(=NN1)C(=O)N1CCCCC1